N-(2-Methoxyethyl)-6-(1-methyl-1H-pyrazol-3-yl)-5-[4-(trifluoromethyl)phenoxy]pyridine-2-carboxamide COCCNC(=O)C1=NC(=C(C=C1)OC1=CC=C(C=C1)C(F)(F)F)C1=NN(C=C1)C